ClC1=C(C(=CC=C1Cl)F)[C@]1(CN(CC1)C(C=C)=O)NC=1C=CC2=C(N(N=C2C1)CC(=O)N)C 2-(6-{[(3R)-3-(2,3-Dichloro-6-fluorophenyl)-1-(prop-2-enoyl)pyrrolidin-3-yl]amino}-3-methylindazol-2-yl)acetamide